1-(4-(7-(3-amino-benzo[d]isoxazol-4-yl)-6-chloro-quinazolin-4-yl)piperazin-1-yl)prop-2-en-1-one NC1=NOC2=C1C(=CC=C2)C2=C(C=C1C(=NC=NC1=C2)N2CCN(CC2)C(C=C)=O)Cl